(E)-N-(4-(1-(6-(4-(9-(2-(2,6-dioxopiperidin-3-yl)-1-oxoisoindolin-4-yl)non-8-yn-1-yl)piperazin-1-yl)nicotinoyl)piperidin-4-yl)butyl)-3-(pyridin-3-yl)acrylamide O=C1NC(CCC1N1C(C2=CC=CC(=C2C1)C#CCCCCCCCN1CCN(CC1)C1=NC=C(C(=O)N2CCC(CC2)CCCCNC(\C=C\C=2C=NC=CC2)=O)C=C1)=O)=O